4,5-diamino-1,8-naphthalimide C1=CC(=N)C2=C3C1=C(NC(=C3C=CC2=N)O)O